(1R,2S,5S)-N-((S)-1-amino-1-oxopropan-2-yl)-3-((S)-3,3-dimethyl-2-(2,2,2-trifluoroacetamido)butanoyl)-6,6-dimethyl-3-azabicyclo[3.1.0]hexane-2-carboxamide NC([C@H](C)NC(=O)[C@@H]1[C@H]2C([C@H]2CN1C([C@H](C(C)(C)C)NC(C(F)(F)F)=O)=O)(C)C)=O